CC1(OC2=C(O1)C=CC(=C2)NC2=NC=C(C(=N2)N2C=C(C=C2)C(=O)NC(CO)C2=CC=CC=C2)C)C 1-(2-((2,2-dimethylbenzo[d][1,3]dioxol-5-yl)amino)-5-methylpyrimidin-4-yl)-N-(2-hydroxy-1-phenylethyl)-1H-pyrrole-3-carboxamide